C(C(=C)CC(=O)[O-])(=O)OC1CC1 monocyclopropyl itaconate